N-(piperidin-4-yl)methanesulfonamide 2,2,2-trifluoroacetate FC(C(=O)O)(F)F.N1CCC(CC1)NS(=O)(=O)C